2-((7-((R)-1-(4-cyano-2-fluorophenyl)ethoxy)-3,4-dihydroisoquinolin-2(1H)-yl)methyl)-1-(((S)-oxetan-2-yl)methyl)-1H-benzo[d]imidazole-6-carboxylic acid tert-butyl ester C(C)(C)(C)OC(=O)C=1C=CC2=C(N(C(=N2)CN2CC3=CC(=CC=C3CC2)O[C@H](C)C2=C(C=C(C=C2)C#N)F)C[C@H]2OCC2)C1